ClC1=C(CNC(=O)[C@]2(C=3C=CC=NC3[C@@](CC2)(CN(C)CCO)O)F)C=CC(=C1)F |o1:7,14| (5S*,8R*)-N-(2-chloro-4-fluorobenzyl)-5-fluoro-8-hydroxy-8-(((2-hydroxyethyl)(methyl)amino)methyl)-5,6,7,8-tetrahydroquinoline-5-carboxamide